C(C)OC(CC(CC)([Si](OC)(OC)OC)[Si](OC)(OC)OC)(OCC)OCC triethoxy-bis(trimethoxysilyl)pentane